C(C)(C)(C)OC(=O)N[C@@H]1CN(CC12CC2)C2=NC=1C(=C(C3=C(C1C=N2)COC3)C3=NC=C(C2=C3C(=C(S2)NC(OC(C)(C)C)=O)C#N)F)F tert-Butyl (4-(3-((S)-7-((tert-butoxycarbonyl)amino)-5-azaspiro[2.4]heptan-5-yl)-5-fluoro-7,9-dihydrofuro[3,4-f]quinazolin-6-yl)-3-cyano-7-fluorothieno[3,2-c]pyridin-2-yl)carbamate